C1(=CC(=CC=C1)C1=NNC(=C1F)C1N(CCC1)C#N)C1=CC=CC=C1 (3-([1,1-Biphenyl]-3-yl)-4-fluoro-1H-pyrazol-5-yl)pyrrolidine-1-carbonitrile